OCC1=C(C=C(C2=C1CCO2)C2=CC=C(C=C2)OC(F)(F)F)NC=C(C(=O)O)C ((4-(hydroxymethyl)-7-(4-(trifluoromethoxy)phenyl)-2,3-dihydrobenzofuran-5-yl)amino)methacrylic acid